phenyldi(propanoyloxy)silane C1(=CC=CC=C1)[SiH](OC(CC)=O)OC(CC)=O